C(#N)C1=CC=C(C=C1)C1=CC(=CC=2N1N=CN2)C(=O)NCCN2CCOCC2 5-(4-cyanophenyl)-N-[2-(morpholin-4-yl)ethyl]-[1,2,4]triazolo[1,5-a]pyridine-7-carboxamide